3-cyclopentyl-1-[2-(4-methylpiperazin-1-yl)-5-nitrophenyl]urea C1(CCCC1)NC(NC1=C(C=CC(=C1)[N+](=O)[O-])N1CCN(CC1)C)=O